C(CCCCCCC)(=O)OC=1C(OC(CCCCCCC)=O)=CC(=CC1Br)CC=C 4-allyl-6-bromopyrocatechol di-n-octanoate